C(C)C=1C=C2CN(C(C2=CC1CC1=CC=C(C=C1)N1N=CC=C1)=O)CC1OCCC1 5-ethyl-6-(4-(1H-pyrazol-1-yl)benzyl)-2-(tetrahydrofuran-2-ylmethyl)isoindolin-1-one